3-[4-(N-Methoxy-N-methylamino)-6-prop-2-ynylamino-[1,3,5]triazin-2-ylamino]-propionaldehyde CON(C)C1=NC(=NC(=N1)NCC#C)NCCC=O